2-{3-[(2R)-1-(4-methyl-1,2,4-triazol-3-yl)propan-2-yl]-5-(oxetan-3-ylamino)phenyl}-4-(trifluoromethyl)-3H-isoindol-1-one CN1C(=NN=C1)C[C@@H](C)C=1C=C(C=C(C1)NC1COC1)N1C(C2=CC=CC(=C2C1)C(F)(F)F)=O